pyrazine-2-carboxamide formate salt C(=O)O.N1=C(C=NC=C1)C(=O)N